1-Pyridin-3-yl-1H-[1,2,3]triazole-4-carboxylic acid {2-[4-(2-chloro-phenoxy)-piperidin-1-yl]-2-oxoethyl}-amide ClC1=C(OC2CCN(CC2)C(CNC(=O)C=2N=NN(C2)C=2C=NC=CC2)=O)C=CC=C1